C(CCCCCCC\C=C\C\C=C/CCCCC)(=O)OC trans-methyl linoleate